C(C=C)(=O)N1CC(CC1)C=1C=C(C=C2C=NC=NC12)C1=CC=C(C(=O)NC=2C=NC=CC2)C=C1 4-(8-(1-acryloylpyrrolidin-3-yl)quinazolin-6-yl)-N-(pyridin-3-yl)benzamide